C(C)C1=C(C(=NO1)C=1C=NC(=CC1)C)COC1=CC=C(N=N1)C(=O)NC1CCOCC1 6-((5-ethyl-3-(6-methylpyridin-3-yl)isoxazol-4-yl)methoxy)-N-(tetrahydropyran-4-yl)pyridazine-3-carboxamide